N-[(1R)-1-[2-fluoro-3-[1-(methoxymethyl)cyclopropyl]phenyl]ethyl]-1-[5-(3-methyltriazol-4-yl)-3-pyridyl]-6-oxo-pyridazine-3-carboxamide FC1=C(C=CC=C1C1(CC1)COC)[C@@H](C)NC(=O)C1=NN(C(C=C1)=O)C=1C=NC=C(C1)C=1N(N=NC1)C